BrC1=CC(=C(C=C1)C#CC=1C=CC=NC1)NS(=O)(=O)C=1C(=CC=C2C=CC=NC12)C 5-{2-[4-Bromo-2-(7-methylchinolin-8-sulfonamido)phenyl]ethynyl}pyridin